BrC=1C=C2C=CN(C2=CC1[N+](=O)[O-])CCCl 5-bromo-1-(2-chloroethyl)-6-nitroindole